N-cyclopentyl-2-(4-fluoro-3-phenyl-anilino)-4-[[(1S)-2-hydroxy-1-phenyl-ethyl]amino]pyrimidine-5-carboxamide C1(CCCC1)NC(=O)C=1C(=NC(=NC1)NC1=CC(=C(C=C1)F)C1=CC=CC=C1)N[C@H](CO)C1=CC=CC=C1